Cl.Cl.ClC=1C=C(C=C(C1)Cl)N1C(CNCC1)C 1-(3,5-Dichlorophenyl)-2-methyl-piperazine di-hydrochloride